NC1=NC(=C2N=CN(C2=N1)[C@H]1C=C[C@H](C1)COP(=O)(OCCSC(C(C)C)=O)N[C@@H](C)C(=O)OC)OC Methyl ((((1S,4R)-4-(2-amino-6-methoxy-9H-purin-9-yl)cyclopent-2-en-1-yl)methoxy)(2-(isobutyrylthio)ethoxy)phosphoryl)-L-alaninate